FC1=C(C=C2CCNCC2=C1)NC1=C2C=CC=NC2=NC=C1 5-((7-fluoro-1,2,3,4-tetrahydroisoquinolin-6-yl)amino)-1,8-naphthyridine